FC=1C=C2CC(CN3C2=C(C1F)C=C3)O 8,9-difluoro-5,6-dihydro-4H-pyrrolo[3,2,1-ij]quinolin-5-ol